(4-fluoro-2-(1-methoxyethyl)phenyl)ethan-1-one FC1=CC(=C(C=C1)C(C)=O)C(C)OC